O1C=C(C=C1)C1=NCCC2=CC=CC=C12 1-(furan-3-yl)-3,4-dihydroisoquinoline